N-tert-butyl-4-[[2-(3,4-difluorophenyl)acetyl]amino]pyridine-2-carboxamide C(C)(C)(C)NC(=O)C1=NC=CC(=C1)NC(CC1=CC(=C(C=C1)F)F)=O